COC(=O)C=1C=C(C=C(C1)C(=O)OC)P(O)(=O)O.C(CCCCC)N1CN(C=C1)C.C(CCCCC)N1CN(C=C1)C bis(1-hexyl-3-methylimidazole) 3,5-bis(methoxycarbonyl)benzenephosphonate